ClC1=C(C(=O)N)C=CC(=C1C1=CC(=C(C=C1)Cl)C1=NC=CC=C1)C(=O)NC1CCN(CC1)C 2-chloro-M-(4-chloro-3-(pyridin-2-yl)phenyl)-N4-(1-methylpiperidin-4-yl)terephthalamide